Benzo[b]thiophen-3-yl-(4-methoxypiperidin-1-yl)methanone S1C2=C(C(=C1)C(=O)N1CCC(CC1)OC)C=CC=C2